(R)-2-(4-((6-(3-(2-ethoxyphenoxy)piperidin-1-yl)pyrazin-2-yl)carbamoyl)phenyl)acetic acid C(C)OC1=C(O[C@H]2CN(CCC2)C2=CN=CC(=N2)NC(=O)C2=CC=C(C=C2)CC(=O)O)C=CC=C1